(5-cyclopropylpyridin-2-yl)azetidine C1(CC1)C=1C=CC(=NC1)N1CCC1